3-((2-(3-fluorophenyl)quinolin-4-yl)thio)propyl 2-oxo-2H-chromene-3-carboxylate O=C1OC2=CC=CC=C2C=C1C(=O)OCCCSC1=CC(=NC2=CC=CC=C12)C1=CC(=CC=C1)F